4,4-difluoro-2,2-bis(trifluoromethyl)-1,3-dioxolane FC1(OC(OC1)(C(F)(F)F)C(F)(F)F)F